2-(trifluoromethyl)tetrahydrofuran-3-carboxylic acid FC(C1OCCC1C(=O)O)(F)F